thiiranemethanethiol benzyl-(1S,4S,5R)-5-([5-cyclopropyl-3-[2-(trifluoromethyl)phenyl]-1,2-oxazol-4-yl]carbonyloxy)-2-azabicyclo[2.2.1]heptane-2-carboxylate C(C1=CC=CC=C1)[C@]12N(C[C@@H]([C@@H](C1)OC(=O)C=1C(=NOC1C1CC1)C1=C(C=CC=C1)C(F)(F)F)C2)C(=O)O.S2C(C2)CS